(7S)-3-[2-(4-Hydroxypiperidin-1-yl)-2-oxoethyl]-7-methyl-2-[2-(2-oxo-1,2-dihydropyridin-1-yl)ethyl]-3H,6H,7H,8H,9H-imidazo[4,5-f]chinolin OC1CCN(CC1)C(CN1C(=NC2=C3CC[C@@H](NC3=CC=C21)C)CCN2C(C=CC=C2)=O)=O